Lauramide C(CCCCCCCCCCC)(=O)N